BrC=1C(=CC(=NC1)C(C)(C)O)C 2-(5-bromo-4-methyl-2-pyridyl)propan-2-ol